C(C)OC(\C(=C/N1C(=CC(C=C1C)=C=O)C)\C1=CC(=C(C=C1)OC)OCC1CC1)=O (Z)-ethyl-2-(3-cyclopropylmethoxy-4-methoxyphenyl)-3-(2,6-dimethyl-4-carbonylpyridin-1(4H)-yl)-acrylate